NC1=CC(NC(=N1)OC)=O 6-amino-2-methoxypyrimidine-4-one